FC1=C(SC=C1)CC(C)C 3-fluoro-2-isobutyl-thiophene